FC=1C(=CC=2C3=C(N=C(C2C1)NCCO)COCC3N(C(=O)NC3=CC(=C(C=C3)F)C(F)F)C)F 1-(8,9-difluoro-6-((2-hydroxyethyl)amino)-1,4-dihydro-2H-pyrano[3,4-c]isoquinolin-1-yl)-3-(3-(difluoromethyl)-4-fluorophenyl)-1-methylurea